C1OCC12CN(C2)C2=NC1=CC=C(C=C1C=C2)CN2C[C@H](CC2)OC=2C=C1CN(C(C1=CC2)=O)C2C(NC(CC2)=O)=O 3-(5-(((S)-1-((2-(2-oxa-6-azaspiro[3.3]heptan-6-yl)quinolin-6-yl)methyl)pyrrolidin-3-yl)oxy)-1-oxoisoindolin-2-yl)piperidine-2,6-dione